2,6-dibromo-9,10-bis((triisopropylsilyl)ethynyl)-9,10-dihydroanthracene-9,10-diol BrC1=CC=2C(C3=CC=C(C=C3C(C2C=C1)(O)C#C[Si](C(C)C)(C(C)C)C(C)C)Br)(O)C#C[Si](C(C)C)(C(C)C)C(C)C